C1(=CC=CC=C1)NC(=N)NC1=CC=CC=C1 D-1,3-diphenylguanidine